α-L-Mannofuranose O[C@H]1[C@H](O)[C@H](O)[C@@H](O1)[C@@H](O)CO